CC1=NC=CC(=C1)CCO 2-(methyl-4-pyridinyl)-ethanol